N1(CCCCC1)CCNC(=O)C1CCN(CC1)C1=CC=NC2=NC=CN=C21 1-Pyrido[2,3-b]pyrazin-8-yl-piperidine-4-carboxylic acid (2-piperidin-1-yl-ethyl)-amide